(2-amino-6-(2,3-dimethylphenyl)imidazo[1,2-a]pyridin-3-yl)((1s,2s)-2-fluorocyclopropyl)methanone NC=1N=C2N(C=C(C=C2)C2=C(C(=CC=C2)C)C)C1C(=O)[C@H]1[C@H](C1)F